(6-((3S,4S)-4-amino-3-methyl-2-oxa-8-azaspiro[4.5]decan-8-yl)-3-((3,5-difluorophenyl)ethynyl)-1H-pyrazolo[3,4-b]pyrazin-5-yl)methanol N[C@@H]1[C@@H](OCC12CCN(CC2)C2=C(N=C1C(=N2)NN=C1C#CC1=CC(=CC(=C1)F)F)CO)C